ClC=1C=C(C=CC1)N[C@@H](CC(C)C)C(=O)N1[C@@H]2CC([C@H]([C@@H]1C(=O)N[C@@H](C[C@@H]1C(NCCC1)=O)C#N)CC2)(F)F (1S,3R,4S)-2-((3-chlorophenyl)-L-leucyl)-N-((S)-1-cyano-2-((R)-2-oxopiperidin-3-yl)ethyl)-5,5-difluoro-2-azabicyclo[2.2.2]octane-3-carboxamide